FC(C1=NN=C(O1)C1=CC=C2CN(C(C2=C1)=O)[C@@H]([C@@H](O)C1=NC=C(C=C1)F)C1=NC(=CC=C1)F)F |o1:17,18| 6-[5-(difluoromethyl)-1,3,4-oxadiazol-2-yl]-2-[(1R*,2R*)-2-(5-fluoropyridin-2-yl)-1-(6-fluoropyridin-2-yl)-2-hydroxyethyl]-2,3-dihydro-1H-isoindol-1-one